CC[NH3+] The molecule is an ammonium ion resulting from the protonation of the nitrogen of ethylamine. The conjugate acid of ethylamine; major species at pH 7.3. It is an ammonium ion derivative and an organic cation. It is a conjugate acid of an ethylamine.